4,4'-[(6,6'-diphenyl-[1,1'-binaphthalene]-2,2'-diyl)bis(oxy)]dibenzoic acid C1(=CC=CC=C1)C=1C=C2C=CC(=C(C2=CC1)C1=C(C=CC2=CC(=CC=C12)C1=CC=CC=C1)OC1=CC=C(C(=O)O)C=C1)OC1=CC=C(C(=O)O)C=C1